2-ETHYL-3-METHYL-PYRAZINE C(C)C1=NC=CN=C1C